C12(CC3CC(CC(C1)C3)C2)NC2=CC=C(C(=O)O)C=C2 4-(((3s,5s,7s)-adamantan-1-yl)amino)benzoic acid